1-(2-Chlorophenyl)-7-cyclopropyl-4-(((trans)-2-hydroxycyclobutyl)amino)quinazolin-2(1H)-one ClC1=C(C=CC=C1)N1C(N=C(C2=CC=C(C=C12)C1CC1)N[C@H]1[C@@H](CC1)O)=O